BrC=1C=CC2=C(C=C(O2)C(=O)N(C)C)C1F 5-bromo-4-fluoro-N,N-dimethylbenzofuran-2-carboxamide